O1C2=C(CC1)C=C(C=C2)N 2,3-dihydrobenzo[b]furan-5-amine